(2,4,6-trimethyl-phenyl)iodonium trifluoromethanesulfonate FC(S(=O)(=O)[O-])(F)F.CC1=C(C(=CC(=C1)C)C)[IH+]